N-methyl-N-(2-nitro-5-(trifluoromethyl)phenyl)methanesulfonamide CN(S(=O)(=O)C)C1=C(C=CC(=C1)C(F)(F)F)[N+](=O)[O-]